N-(2,6-dichlorobenzoyl)-N'-(methyl)-(4-bromophenyl)urea ClC1=C(C(=O)N(C(=O)NC)C2=CC=C(C=C2)Br)C(=CC=C1)Cl